ClC=1C=CC(=C(C1)N1C(N([C@@H](C1)C#N)C1=CN=CC2=CC=CC=C12)=O)OC (S)-1-(5-chloro-2-methoxyphenyl)-3-(isoquinolin-4-yl)-2-oxoimidazoline-4-carbonitrile